2-(pyrimidine-5-yl)ethylamine N1=CN=CC(=C1)CCN